BrC1=C(C=C(C=C1)F)[N+]#[C-] 2-BROMO-5-FLUOROPHENYLISOCYANIDE